methyl-3,3-difluorocyclobutane-1-carboxylic acid isopropyl ester C(C)(C)OC(=O)C1(CC(C1)(F)F)C